1-(pyridin-3-yl)pent-4-en-1-one N1=CC(=CC=C1)C(CCC=C)=O